C1=CC(=CC2=C1C=CS2(=O)=O)[N+](=O)[O-] The molecule is a member of the class of 1-benzothiophenes that is 1-benzothiophene-1,1-dioxide substituted at position 6 by a nitro group. Used as a radiosensitising agent for esophageal squamous cell carcinoma. It has a role as an antineoplastic agent, a STAT3 inhibitor and a radiosensitizing agent. It is a member of 1-benzothiophenes, a C-nitro compound and a sulfone.